C1N(CCC2=CC=CC=C12)C[C@H](CN1CCN(C2=C(C1=O)C=CC(=C2)OC2CN(CCC2)C)C)O 4-[(2R)-3-(3,4-dihydro-1H-isoquinolin-2-yl)-2-hydroxy-propyl]-1-methyl-8-[(1-methyl-3-piperidinyl)oxy]-2,3-dihydro-1,4-benzodiazepine-5-one